FC(C1=NC=C(C=C1)C=C)(F)F 2-(trifluoromethyl)-5-vinylpyridine